tert-butyl (2-chloro-5-fluoro-4-(6-morpholinopyrrolo[2,1-f][1,2,4]triazin-4-yl)benzyl)carbamate ClC1=C(CNC(OC(C)(C)C)=O)C=C(C(=C1)C1=NC=NN2C1=CC(=C2)N2CCOCC2)F